FC1=C(SC(=C1)C1=CC=CC=C1)C(=O)N1C[C@H]([C@@H](CC1)C(=O)N1CCC(CC1)(O)CN1C=NC2=C(C1=O)C=CN2C)C2=CC=CC=C2 3-{[1-({(3R,4R)-1-[(3-fluoro-5-phenylthiophen-2-yl)carbonyl]-3-phenylpiperidin-4-yl}carbonyl)-4-hydroxypiperidin-4-yl]methyl}-7-methyl-3,7-dihydro-4H-pyrrolo[2,3-d]pyrimidin-4-one